C(C1=CC=CC=C1)OC(=O)N1CCC(CC1)N1CC2(CC2)CCC1.Cl.Cl.N1CCC(CC1)N1CC2(CC2)CCC1 5-(Piperidin-4-yl)-5-azaspiro[2.5]octane dihydrochloride Benzyl-4-(5-azaspiro[2.5]octan-5-yl)piperidine-1-carboxylate